6-{6-[3-(cyclopropylamino)pyrrolidin-1-yl]-1,5-naphthyridin-2-yl}-4-fluoro-2-methyl-1,3-benzoxazol-5-ol C1(CC1)NC1CN(CC1)C=1N=C2C=CC(=NC2=CC1)C1=CC2=C(N=C(O2)C)C(=C1O)F